C1CN(C(=O)NC1=O)F Fluorodihydrouracil